BrC1=CC(=C(C(=O)Cl)C=C1)CC 4-bromo-2-ethyl-benzoyl chloride